2-propionamidopentanamide C(CC)(=O)NC(C(=O)N)CCC